The molecule is a medium-chain unsaturated fatty acyl-CoA that results from the formal condensation of the thiol group of coenzyme A with the carboxy group of cis,cis-dodeca-3,6-dienoic acid. It has a role as a human metabolite and a mouse metabolite. It is a medium-chain fatty acyl-CoA and an unsaturated fatty acyl-CoA. It derives from a cis,cis-dodeca-3,6-dienoic acid and a coenzyme A. It is a conjugate acid of a (3Z,6Z)-dodecadienoyl-CoA(4-). CCCCC/C=C\\C/C=C\\CC(=O)SCCNC(=O)CCNC(=O)[C@@H](C(C)(C)COP(=O)(O)OP(=O)(O)OC[C@@H]1[C@H]([C@H]([C@@H](O1)N2C=NC3=C(N=CN=C32)N)O)OP(=O)(O)O)O